C(C)(=O)OC=1C(=NC=CC1OC)C(=O)N[C@H](C(=O)O[C@H]([C@@H](C(C)C)C1=C(C=C(C=C1)F)F)C)C [(1S,2S)-2-(2,4-difluorophenyl)-1,3-di-methyl-butyl] (2S)-2-[(3-acetoxy-4-methoxy-pyridine-2-carbonyl)amino]propanoate